C1=CC(=CC=2OC3=C(C21)C=CC=C3)C=3C=C(C=C(C3)C3=CC=CC=C3)B(O)O (5-(dibenzo[b,d]furan-3-yl)-[1,1'-biphenyl]-3-yl)boronic acid